morpholin-4-carboxamid N1(CCOCC1)C(=O)N